ethyl 2-(2-((5-(3-(aminomethyl)phenyl)-7-(thiazol-2-ylmethoxy)benzofuran-3-yl)methoxy)phenyl)acetate NCC=1C=C(C=CC1)C=1C=C(C2=C(C(=CO2)COC2=C(C=CC=C2)CC(=O)OCC)C1)OCC=1SC=CN1